COC1=C(C=CC(=C1)CC=C)O 2-methoxy-4-(2-propen-yl)phenol